3-(7-benzylsulfanyl-1,2-benzoxazol-3-yl)piperidine-2,6-dione C(C1=CC=CC=C1)SC1=CC=CC=2C(=NOC21)C2C(NC(CC2)=O)=O